[Si](C1=CC=CC=C1)(C1=CC=CC=C1)(C(C)(C)C)OCC[C@H](CCC)NC=1C2=C(N=C(N1)NC(=O)OC)C(=NN2CC2=C(C=C(C(=O)OC)C=C2)OC)C methyl (S)-4-((7-((1-((tert-butyldiphenylsilyl)oxy)hexan-3-yl)amino)-5-((methoxycarbonyl)-amino)-3-methyl-1H-pyrazolo[4,3-d]pyrimidin-1-yl)methyl)-3-methoxybenzoate